FC(S(=O)(=O)[O-])(F)F.C(CCC)NC(=O)C=1C(=[N+](C=CC1)C)Cl 3-(butylcarbamoyl)-2-chloro-1-METHYLPYRIDIN-1-ium trifluoromethanesulfonate